2-hydroxyethyl-carbamate OCCNC([O-])=O